C(C)(C)(C)S(=O)=N t-butyl-sulfoximine